(S)-2-((4-(methoxymethyl)-5-(4-(2-oxopyrrolidin-1-yl)phenyl)pyridin-2-yl)amino)-6,6a,7,8-tetrahydro-9H-pyrido[2,3-b]pyrrolo[1,2-d][1,4]oxazin-9-one COCC1=CC(=NC=C1C1=CC=C(C=C1)N1C(CCC1)=O)NC1=CC2=C(OC[C@H]3N2C(CC3)=O)N=C1